Acetylacetone C(C)(=O)CC(C)=O